Hydroxyethyldinonylglycinate OCCC(N(CCCCCCCCC)CCCCCCCCC)C(=O)[O-]